FC1(CC=2C(NC1)=C(SC2)C(=O)OC)F methyl 3,3-difluoro-2,4-dihydro-1H-thieno[3,4-b]pyridine-7-carboxylate